N-((2R,3S)-5,7-dihydroxy-2-(3,4,5-trihydroxyphenyl)chroman-3-yl)-3,4-difluorobenzamide OC1=C2C[C@@H]([C@H](OC2=CC(=C1)O)C1=CC(=C(C(=C1)O)O)O)NC(C1=CC(=C(C=C1)F)F)=O